(R)-2-(6-bromo-1-oxoisoindolin-2-yl)-N-((S)-1-(6-(dimethylamino)pyridin-2-yl)-2-hydroxyethyl)propanamide BrC1=CC=C2CN(C(C2=C1)=O)[C@@H](C(=O)N[C@H](CO)C1=NC(=CC=C1)N(C)C)C